S(=O)(=O)(O[C@@H]1[C@H](O[C@H]([C@@H]1O[Si](C)(C)C(C)(C)C)N1C2=NC=NC(=C2N=C1)NC(C1=CC=CC=C1)=O)CO[Si](C)(C)C(C)(C)C)OC (2R,3R,4R,5R)-5-(6-benzamido-9H-purin-9-yl)-4-((tert-butyldimethylsilyl)oxy)-2-(((tert-butyldimethylsilyl)oxy)methyl)tetrahydrofuran-3-yl methyl sulfate